COC=1C=C(C=CC1)/C=C/C(=O)N1COCC1 (E)-3-(3-(3-methoxyphenyl)acryloyl)oxazolidine